[Li].[Mn].[Co].[Ni] nickel-cobalt-manganese lithium